S(C=1C=C(C(=CC1)S)S)C=1C=C(C(=CC1)S)S 4,4'-thiobisbenzenedithiol